C(C1=CC=CC=C1)OC(=O)N[C@@H](CCCCN)C(=O)OC([C@@H](NC(=O)OCC1=CC=CC=C1)CCCCN)=O (epsilone)-benzyloxycarbonyl-L-lysine anhydride